N(=[N+]=[N-])[C@H](C(=O)N1[C@@H](C[C@H](C1)O)C(=O)N[C@@H](CO)C1=CC=C(C=C1)C=1C(=NC=CC1)Cl)C(C)C (2S,4R)-1-((S)-2-azido-3-methylbutanoyl)-N-((R)-1-(4-(2-chloropyridin-3-yl)phenyl)-2-hydroxyethyl)-4-hydroxypyrrolidine-2-carboxamide